C[C@H]1N(S(OC1)(=O)=O)C(=O)OC(C)(C)C tertbutyl (4R)-4-methyl-2,2-dioxo-1,2lambda6,3-oxathiazolidine-3-carboxylate